C(=O)O.FC(C(=O)O)(F)F.FC(OC1=C(C(=C(C=C1)C1=CN=C2N1C=CN=C2NC2=CC(=C(C(=O)N1CCC(CC1)C(=O)NCC1CNCC1)C=C2)CC)F)F)F 1-(4-((3-(4-(difluoromethoxy)-2,3-difluorophenyl)imidazo[1,2-a]pyrazin-8-yl)amino)-2-ethylbenzoyl)-N-(pyrrolidin-3-ylmethyl)piperidine-4-carboxamide 2,2,2-trifluoroacetate formate